[N+](=O)([O-])C=1C=C(C2=COC3=CC(=CC=C3C2=O)O)C=CC1 3'-nitro-7-hydroxyisoflavone